(R)-3-((R)-2-(3,5-difluoro-4-phosphonophenyl)-2-(3-(methylsulfonyl)-2-oxoimidazolidine-1-carboxamido)acetamido)-2-hydroxy-3,4-dihydro-2H-benzo[e][1,2]oxaborinine-8-carboxylic acid FC=1C=C(C=C(C1P(=O)(O)O)F)[C@H](C(=O)N[C@@H]1B(OC2=C(C1)C=CC=C2C(=O)O)O)NC(=O)N2C(N(CC2)S(=O)(=O)C)=O